Nα,Nα-dimethyl-Arginine tert-butyl-5-(3-((tert-butoxycarbonyl)amino)-2-chloro-5-cyanophenyl)-2,5-diazabicyclo[4.1.0]heptane-2-carboxylate C(C)(C)(C)C12N(CCN(C2C1)C1=C(C(=CC(=C1)C#N)NC(=O)OC(C)(C)C)Cl)C(=O)O.CN([C@@H](CCCNC(N)=N)C(=O)O)C